2-[(6-fluorobiphenyl-3-yl)amino]-4-{[(1S)-2-hydroxy-1-phenylethyl]amino}pyrimidine-5-carboxylic Acid FC1=CC=C(C=C1C1=CC=CC=C1)NC1=NC=C(C(=N1)N[C@H](CO)C1=CC=CC=C1)C(=O)O